COC1(CC(C1)C=1NC=C(N1)CC1=CC=NC=C1)OC 4-((2-(3,3-dimethoxycyclobutyl)-1H-imidazol-4-yl)methyl)pyridine